4-(4,4,5,5-tetramethyl-1,3,2-dioxaborolan-2-yl)-1,2,3,6-tetrahydropyridine-1-carboxylic acid tert-butyl ester C(C)(C)(C)OC(=O)N1CCC(=CC1)B1OC(C(O1)(C)C)(C)C